(3Z)-10-chloro-3-decen-1-ol ClCCCCCC\C=C/CCO